CC(=O)C1=CC=CC=C1O The molecule is a monohydroxyacetophenone that is acetophenone in which one of the hydrogens ortho to the acetyl group has been replaced by a hydroxy group. It has a role as a flavouring agent. It is a monohydroxyacetophenone and a member of phenols.